3-methyl-chromen-4-one CC1=COC2=CC=CC=C2C1=O